COC1=C(C(=CC=C1)OC)N1C(=NN=C1C=1C=NC=CC1)NS(=O)(=O)[C@@H](C)[C@H](C)C1=NC=C(C=N1)C (2S,3R)-N-(4-(2,6-dimethoxyphenyl)-5-(3-pyridinyl)-4H-1,2,4-triazol-3-yl)-3-(5-methyl-2-pyrimidinyl)-2-butanesulfonamide